ClC=1C2=C(N=CN1)N(C=C2I)C(C)C=2N=NN(C2)C2=C(C=CC=C2)F 4-chloro-7-{1-[1-(2-fluorophenyl)-1H-1,2,3-triazol-4-yl]Ethyl}-5-iodo-7H-pyrrolo[2,3-d]Pyrimidine